O[C@@H](CNC(OC(C)(C)C)=O)CN1CC2=CC=C(C=C2CC1)OCC=1C(=NOC1)C (S)-tert-butyl (2-hydroxy-3-(6-((3-methylisoxazol-4-yl)methoxy)-3,4-dihydroisoquinolin-2(1H)-yl)propyl)carbamate